OOC=1C(=O)O[C@@](C1OC=CCCCCCCCCCC)([C@@H](O)CO)CC(C)C 2-O-hydroxyisobutyl-3-O-dodecenylascorbic acid